O=C1C2[N+](=NO1)CCC2 3a,4,5,6-tetrahydro-3-oxo-3H-pyrrolo[1,2-c][1,2,3]Oxadiazol-7-ium